7-(4-(5-fluoro-2-methylpyridin-3-yl)piperazin-1-yl)-3-methyl-5-((3-(trifluoromethyl)pyrazin-2-yl)methyl)pyrido[2,3-b]pyrazin-6(5H)-one FC=1C=C(C(=NC1)C)N1CCN(CC1)C1=CC=2C(=NC(=CN2)C)N(C1=O)CC1=NC=CN=C1C(F)(F)F